4-(1-ethyl-3-(pyridin-3-yl)-1H-pyrazol-4-yl)-N-(4-(oxazol-5-yl)phenyl)pyrimidin-2-amine C(C)N1N=C(C(=C1)C1=NC(=NC=C1)NC1=CC=C(C=C1)C1=CN=CO1)C=1C=NC=CC1